1-(4-chloro-2,5-dimethyl-phenyl)sulfonyl-N3-(6-chloro-3-pyridyl)-1,2,4-triazole-3,5-diamine ClC1=CC(=C(C=C1C)S(=O)(=O)N1N=C(N=C1N)NC=1C=NC(=CC1)Cl)C